CC1=NOC(=C1C1=CC=C(C=C1)[C@H](CN1C(C2=CC=CC=C2C1=O)=O)NC(OC(C)(C)C)=O)C tert-butyl (R)-(1-(4-(3,5-dimethylisoxazol-4-yl)phenyl)-2-(1,3-dioxoisoindolin-2-yl)ethyl)carbamate